C(C)(=O)OC[C@@H]1[C@H]([C@@H]([C@H]([C@@H](OCCCCCN(C(=O)OCC2=CC=CC=C2)CC2=CC=CC=C2)O1)OCC1=CC=CC=C1)O)OCC1=CC=CC=C1 N-benzyl-N-benzyloxycarbonyl-5-aminopentyl 6-O-acetyl-2,4-di-O-benzyl-alpha-D-glucopyranoside